C(C)(C)N1C2CN(CC2C1)C(=O)OC(C)(C)C tert-Butyl 6-isopropyl-3,6-diazabicyclo[3.2.0]heptane-3-carboxylate